1,2,3,5-tetra(carbazole-9-yl)-4,6-dicyanobenzene C1=CC=CC=2C3=CC=CC=C3N(C12)C1=C(C(=C(C(=C1C#N)N1C2=CC=CC=C2C=2C=CC=CC12)C#N)N1C2=CC=CC=C2C=2C=CC=CC12)N1C2=CC=CC=C2C=2C=CC=CC12